BrC=1C(=CC(N(C1)C)=O)C(F)F 5-bromo-4-(difluoro-methyl)-1-methyl-pyridin-2(1H)-one